C1(CCCCC1)[C@@H](C)N[C@@H]1C=C([C@@H]([C@@H]([C@H]1O)O)O)COC(F)F (1S,2S,3S,6R)-6-(((R)-1-cyclohexylethyl)amino)-4-((difluoromethoxy)methyl)cyclohex-4-ene-1,2,3-triol